N1(CCCC1)C(=O)OCC(CN1CC2=CC=CC=C2CC1)O 2-hydroxy-3-(1,2,3,4-tetrahydro-isoquinolin-2-yl)propyl pyrrolidine-1-carboxylate